2-(4-fluoro-1-((2-(trimethylsilyl)ethoxy)methyl)-1H-indazol-3-yl)ethan-1-amine FC1=C2C(=NN(C2=CC=C1)COCC[Si](C)(C)C)CCN